C1=CC(=O)[C@@H]([C@H]1/C=C/[C@H](CCCCCO)O)CCCCCCC(=O)O The molecule is a prostaglandin A derivative that is prostaglandin A1 in which one of the methyl hydrogens at position 20 has been replaced by a hydroxy group. It is a primary alcohol, a secondary allylic alcohol, a prostaglandins A and a diol. It derives from a prostaglandin A1. It is a conjugate acid of a 20-hydroxyprostaglandin A1(1-).